NC1=C2C=NC(=NC2=CC(=C1F)C1=C(C2=C(OCCN2)N=C1)C)NC=1C(=NN(C1)CC(=O)NC)C 2-(4-{[5-amino-6-fluoro-7-(8-methyl-2,3-dihydro-1H-pyrido[2,3-b][1,4]oxazin-7-yl)quinazolin-2-yl]amino}-3-methyl-1H-pyrazol-1-yl)-N-methylacetamide